1-(9-(4-amino-7-methyl-5-(5-((tetrahydrofuran-3-yl)oxy)pyrimidin-2-yl)-7H-pyrrolo[2,3-d]pyrimidin-6-yl)-3-azaspiro[5.5]undec-8-en-3-yl)prop-2-en-1-one NC=1C2=C(N=CN1)N(C(=C2C2=NC=C(C=N2)OC2COCC2)C2=CCC1(CCN(CC1)C(C=C)=O)CC2)C